C(C)N(CC)[Nb](N(CC)CC)(N(CC)CC)(N(CC)CC)N(CC)CC pentakis(diethylamino)niobium (V)